(S)-2-(1-Acryloylpiperidin-2-yl)-1-amino-4-(4-(pyridin-2-ylcarbamoyl)phenyl)-1H-imidazol-5-carboxamid C(C=C)(=O)N1[C@@H](CCCC1)C=1N(C(=C(N1)C1=CC=C(C=C1)C(NC1=NC=CC=C1)=O)C(=O)N)N